O[C@@H]1[C@H](C[C@H](C1)NC1=NC=NC=C1C(=O)C=1OC(=CC1)S(=O)(=O)C1=CC=CC=C1)CNS(O)(=O)=O.BrC=1C=C(C(=NC1)C(C)(F)F)CBr 5-Bromo-3-(bromomethyl)-2-(1,1-difluoroethyl)pyridine [(1R,2S,4R)-2-hydroxy-4-({5-[5-(phenylsulfonyl)-2-furoyl]pyrimidin-4-yl}amino)cyclopentyl]methyl-sulfamate